[C@H](C)(CC)OC1=NC=2N(C=C1C(=O)O)C=C(N2)C21COC(C2)(C1)C (S)-7-(sec-butoxy)-2-(1-methyl-2-oxabicyclo[2.1.1]hexan-4-yl)imidazo[1,2-a]pyrimidine-6-carboxylic acid